3,7-dimethyl-8-(methylthio)-1-(prop-2-yn-1-yl)-1H-purine-2,6(3H,7H)-dione CN1C(N(C(C=2N(C(=NC12)SC)C)=O)CC#C)=O